C(C)(C)(C)C[Si](C)(C)Cl tert-butyltrimethyl-silyl chloride